2-((S)-1-[1,4]dioxan-2-ylmethoxy)-9-hydroxy-10-methoxy-1-methyl-6,7-dihydro-pyrido[2,1-a]isoquinolin-4-one O1[C@@H](COCC1)COC=1C(=C2N(CCC3=CC(=C(C=C23)OC)O)C(C1)=O)C